CN1CCNCC2=C1N=C1N(C2=O)C=CC=C1 1-methyl-2,3,4,5-tetrahydropyrido[1',2':1,2]pyrimido[4,5-e][1,4]diazepin-6(1H)-one